(1-(2-((tert-butyldimethylsilyl)oxy)ethyl)piperidin-4-yl)methanamine [Si](C)(C)(C(C)(C)C)OCCN1CCC(CC1)CN